C1(=CC=CC=C1)C1CCC2=CC=CC=C12 3-Phenylindan